COC1=C(OC2CN(C2)C(=O)C=2N=C(C3=C(N2)OC(=C3)C)NC3(CC3)C)C=CC=C1 [3-(2-methoxyphenoxy)azetidine-1-carbonyl]-6-methyl-N-(1-methylcyclopropyl)furo[2,3-d]pyrimidin-4-amine